phenanthren-3-yl 6-methyl-2,6-diazaspiro[3.3]heptane-2-carboxylate CN1CC2(CN(C2)C(=O)OC=2C=CC=3C=CC4=CC=CC=C4C3C2)C1